[Br].CC=1C=NC=CC1N(C)C 3-methyl-4-(dimethylamino)pyridine bromine